(R)-6-(2-oxo-1,2-dihydropyridin-4-yl)-4-azaspiro[2.4]heptane-4-carboxylic acid tert-butyl ester C(C)(C)(C)OC(=O)N1C2(CC2)C[C@@H](C1)C1=CC(NC=C1)=O